[Si](C)(C)(C(C)(C)C)OCCCN1N=C(C=2C1=NC(=NC2)Cl)Cl 1-(3-((tert-butyldimethylsilyl)oxy)propyl)-3,6-dichloro-1H-pyrazolo[3,4-d]pyrimidine